C(C)(C)(C)OC(=O)N(C(OC(C)(C)C)=O)C1=C(C=C(C(=C1)NC(C1=C(C(=CC(=C1)NC(=O)[C@@H]1C([C@H]1C1=CC(=CC(=C1)Cl)Cl)(Cl)Cl)F)Cl)=O)F)F tert-Butyl N-tert-butoxycarbonyl-N-[5-[[2-chloro-5-[[(1R,3R)-2,2-dichloro-3-(3,5-dichlorophenyl)cyclopropanecarbonyl]amino]-3-fluoro-benzoyl]amino]-2,4-difluoro-phenyl]carbamate